C(C)(C)(C)OC(\C=C\C1=CC(OC)=C(O)C(OC)=C1)=O Sinapoyl tert-butyl ether